tert-Butyl 6-[4-(4-azidobutyl)-2-oxo-4-phenylmethoxycarbonylpiperidin-1-yl]pyridine-3-carboxylate N(=[N+]=[N-])CCCCC1(CC(N(CC1)C1=CC=C(C=N1)C(=O)OC(C)(C)C)=O)C(=O)OCC1=CC=CC=C1